N-(3-fluoro-4-(piperazin-1-yl)phenyl)-9-isopropyl-5,6-dihydroisoxazolo[5,4-H]quinazolin-2-amine FC=1C=C(C=CC1N1CCNCC1)NC1=NC=2C3=C(CCC2C=N1)ON=C3C(C)C